[N+](=O)([O-])C1=CC=C(NC([C@@H](NC(C2=CC=CC=C2)=O)CCCNC(N)=N)=O)C=C1 |r| N-benzoyl-DL-arginine-4-nitroanilide